Dimethyl-adipic acid CC(C(=O)O)(CCCC(=O)O)C